CC1(NC(CC(C1)OC(CCC(=O)OC1CC(NC(C1)(C)C)(C)C)=O)(C)C)C butanedioic acid-bis-(2,2,6,6-tetramethyl-4-piperidinyl) ester